1,3-bis(t-butylperoxy)-diisopropylbenzene C(C)(C)(C)OOC1=CC(=C(C=C1C(C)C)C(C)C)OOC(C)(C)C